CC(C)(COC(=O)C=C)COC(=O)C=C 2,2-dimethylpropanediol diacrylate